S(=O)(ONN)[O-] hydrazyl sulfite